N=1C=NN2C1C=C(C=C2)OC2=C(C=C(C=C2)NC2=NC=NN1C2=C(C=C1)N1CC(CCC1)NC(C=C)=O)C N-(1-(4-((4-([1,2,4]triazolo[1,5-a]pyridin-7-yloxy)-3-methylphenyl)amino)pyrrolo[2,1-f][1,2,4]triazin-5-yl)piperidin-3-yl)acrylamide